methyl (E)-5-(6-(bis(4-methoxybenzyl)amino)-4-bromo-2-chloropyridin-3-yl)pent-4-enoate COC1=CC=C(CN(C2=CC(=C(C(=N2)Cl)/C=C/CCC(=O)OC)Br)CC2=CC=C(C=C2)OC)C=C1